FC(OC=1C=C(C=NC1)NC=1C2=C(N=CN1)C=CC(=N2)N2[C@@H]1CN([C@H](C2)C1)C(=O)OC(C)(C)C)F tert-butyl (1S,4S)-5-[4-[[5-(difluoromethoxy)-3-pyridyl]amino]pyrido[3,2-d]pyrimidin-6-yl]-2,5-diazabicyclo[2.2.1]heptane-2-carboxylate